C(C)(C)(C)OC(CSC(C)(C(CO)NC(=O)OC(C)(C)C)C)=O.OC=1C=C(C=CC1OC)CC(=O)C1=CC(=C(C(=C1)OC)OC)OC 2-(3-Hydroxy-4-methoxyphenyl)-1-(3,4,5-trimethoxyphenyl)ethan-1-one tert-butyl-2-((3-((tert-butoxycarbonyl)amino)-4-hydroxy-2-methylbutan-2-yl)thio)acetate